trans-benzyl (2-(3-fluorophenyl)-5-oxopyrrolidin-3-yl)carbamate FC=1C=C(C=CC1)[C@@H]1NC(C[C@H]1NC(OCC1=CC=CC=C1)=O)=O